C(N)(OC1=NC(=CC=C1)CO\N=C(\C1=CC=CC=C1)/C1=NN=NN1C)=O (6-{[(Z)-(1-methyl-1H-5-tetrazolyl) (phenyl) methylene] aminooxymethyl}-2-pyridyl) carbamate